7-(3,5-dichlorophenyl)-6-methyl-4-(propan-2-yl)pyrrolo[1,2-b]pyridazine-3-carboxylic acid ClC=1C=C(C=C(C1)Cl)C1=C(C=C2N1N=CC(=C2C(C)C)C(=O)O)C